[3-[6-[3-(trifluoromethyl)azetidin-1-yl]-3-pyridinyl]azetidin-1-yl]-[6-[6-(trifluoromethyl)-3-pyridinyl]-2-azaspiro[3.3]heptan-2-yl]methanone FC(C1CN(C1)C1=CC=C(C=N1)C1CN(C1)C(=O)N1CC2(C1)CC(C2)C=2C=NC(=CC2)C(F)(F)F)(F)F